[Si](C)(C)(C(C)(C)C)OCC12CC(CC(C=C1)(O2)C)=O 1-[[tert-butyl(dimethyl)silyl]oxymethyl]-5-methyl-8-oxabicyclo[3.2.1]oct-6-en-3-one